N-((3R,4S)-1-(ethylsulfonyl)-3-methylpiperidin-4-yl)-5-isopropoxy-6-(1H-pyrazol-4-yl)-[1,2,4]triazolo[1,5-a]pyrazin-2-amine C(C)S(=O)(=O)N1C[C@H]([C@H](CC1)NC1=NN2C(C=NC(=C2OC(C)C)C=2C=NNC2)=N1)C